N-(2-(1-(6-(4-(3H-imidazo[4,5-b]pyridin-7-yl)-1H-pyrazol-1-yl)pyridin-3-yl)-2,2,2-trifluoroethoxy)ethyl)cyclopropanamine N1=CNC2=NC=CC(=C21)C=2C=NN(C2)C2=CC=C(C=N2)C(C(F)(F)F)OCCNC2CC2